Ethyl 4-(3-((tert-butoxycarbonyl)(3-chloro-4-(trifluoromethoxy)benzyl)amino)propanamido)-3-oxobutanoate C(C)(C)(C)OC(=O)N(CCC(=O)NCC(CC(=O)OCC)=O)CC1=CC(=C(C=C1)OC(F)(F)F)Cl